BrC1=C(C(=CC(=C1)C(C(F)(F)F)(C(F)(F)F)F)OC(F)F)NC(C1=C(C(=CC=C1)N(C(C1=CC=C(C=C1)F)=O)O)F)=O N-(2-bromo-4-(perfluoropropan-2-yl)-6-(difluoromethoxy)phenyl)-2-fluoro-3-((hydroxy)(4-fluorobenzoyl)amino)benzamide